FC(CC(=C)C1=CC=CC=C1)(F)C1=CC=C(C=C1)OC 1-(1,1-Difluoro-3-phenylbut-3-en-1-yl)-4-methoxybenzene